lithium 2-(6-(((R)-1-(3-(difluoromethyl)-2-fluorophenyl) ethyl) amino)-5-(1,3-dioxolan-2-yl)-2-methoxypyrimidin-4-yl)-2-fluoroacetate FC(C=1C(=C(C=CC1)[C@@H](C)NC1=C(C(=NC(=N1)OC)C(C(=O)[O-])F)C1OCCO1)F)F.[Li+]